(2-((2-Methyl-1,2,3,4-tetrahydroisoquinolin-7-yl)amino)-8-phenylquinazolin-5-yl)carbamic acid tert-butyl ester C(C)(C)(C)OC(NC1=C2C=NC(=NC2=C(C=C1)C1=CC=CC=C1)NC1=CC=C2CCN(CC2=C1)C)=O